3-(3-oxo-3-(4-(3,4,5-trifluorobenzyl)piperazin-1-yl)propyl)-8-(trifluoromethyl)-3,5-dihydro-4H-pyrimido[5,4-b]indol-4-one O=C(CCN1C=NC2=C(NC=3C=CC(=CC23)C(F)(F)F)C1=O)N1CCN(CC1)CC1=CC(=C(C(=C1)F)F)F